FC(COC=1C=NC(=NC1)N1N=CN=C1C(C)N)F 1-[2-[5-(2,2-difluoroethoxy)-pyrimidin-2-yl]-1,2,4-triazol-3-yl]-ethanamine